N,N-bis(2-hydroxyethyl)laurylamine OCCN(CCO)CCCCCCCCCCCC